C(C1=CC=CC=C1)OC=1C(=NC=CC1)C=O (benzyloxy)pyridineformaldehyde